1-benzyl-4-(3-benzyloxycyclobutoxy)pyridin-1-ium bromide [Br-].C(C1=CC=CC=C1)[N+]1=CC=C(C=C1)OC1CC(C1)OCC1=CC=CC=C1